2-AMINO-5-CHLOROPHENYLBORONIC ACID NC1=C(C=C(C=C1)Cl)B(O)O